2,5-dihydroxyphenylmethyl ketone OC1=C(C=C(C=C1)O)CC(=O)CC1=C(C=CC(=C1)O)O